BrC=1N(C(=C2CCC3=C(C12)N=C(S3)N)C3=CC(=C(C(=C3)OC)OC)OC)CC3=CC=C(C=C3)OC 8-Bromo-7-(4-methoxybenzyl)-6-(3,4,5-trimethoxyphenyl)-5,7-dihydro-4H-[1,3]thiazolo[4,5-e]isoindol-2-amine